FC1=CC(=CC2=C1N=C(S2)C2CCNCC2)C=2C=C(C=1N(N2)C=C(N1)C)N(C)C 6-[4-Fluoro-2-(piperidin-4-yl)-1,3-benzothiazol-6-yl]-N,N,2-trimethylimidazo[1,2-b]pyridazin-8-amin